COC(=O)C1=C(N(C2=CC=CC=C12)C(C)C1CC2C(CN(C2)C(=O)OC(C)(C)C)C1)C 1-(1-(2-(tert-butoxycarbonyl)octahydrocyclopenta[c]pyrrol-5-yl)ethyl)-2-methyl-1H-indole-3-carboxylic acid methyl ester